CC1=C2CCCOC2=C(C=C1O)C 5,8-dimethyl-6-chromanol